N-tert.-Butyl-4-[[2-(2-chloro-6-hydroxyphenyl)acetyl]amino]pyridin C(C)(C)(C)N1CC=C(C=C1)NC(CC1=C(C=CC=C1O)Cl)=O